3-methyl-5-t-butyl-1,2-epoxycyclohexane CC1C2C(CC(C1)C(C)(C)C)O2